2-(3-((2-(difluoromethoxy)-6-methylpyridin-3-yl)carbamoyl)-1-hydroxy-3-(2-isopropylphenyl)cyclobutyl)-2,2-difluoroacetic acid FC(OC1=NC(=CC=C1NC(=O)C1(CC(C1)(O)C(C(=O)O)(F)F)C1=C(C=CC=C1)C(C)C)C)F